(R)-4-(difluoromethyl)-2-(3-(3-(fluoro(4-methyl-4H-1,2,4-triazol-3-yl)methyl)oxetan-3-yl)phenyl)-6-(((1-methylcyclobutyl)amino)methyl)isoindolin-1-one FC(C1=C2CN(C(C2=CC(=C1)CNC1(CCC1)C)=O)C1=CC(=CC=C1)C1(COC1)[C@H](C1=NN=CN1C)F)F